BrC=1C=C(C=CC1)C1=CC=CC=C1 3-bromo-[1,1'-biphenyl]